(2-chloro-4-(4,4,5,5-tetramethyl-1,3,2-dioxaborolan-2-yl)phenyl)ethan-1-ol ClC1=C(C=CC(=C1)B1OC(C(O1)(C)C)(C)C)C(C)O